F[C@H]1CC(O[C@@]1(CO)F)N1C(NC(C(=C1)C)=O)=O 1-[(4S,5S)-4,5-difluoro-5-(hydroxymethyl)tetrahydrofuran-2-yl]-5-methyl-pyrimidine-2,4-dione